CN1CC(=CCC1)C1=NSN=C1OCCCC(CC(F)(F)F)(F)F 3-(1-methyl-1,2,5,6-tetrahydropyridin-3-yl)-4-((4,4,6,6,6-pentafluorohexyl)oxy)-1,2,5-thiadiazole